4-Cyclopropyl-2-(4-fluoro-2-methylphenoxy)-N-(4-fluoro-3-nitrophenyl)-5-(trifluoromethyl)benzyl-amide C1(CC1)C1=CC(=C(C[N-]C2=CC(=C(C=C2)F)[N+](=O)[O-])C=C1C(F)(F)F)OC1=C(C=C(C=C1)F)C